(S)-(2-chloro-6-((5-chloro-2-((7-(pyrrolidin-1-yl)-6,7,8,9-tetrahydro-5H-benzo[7]annulen-2-yl)amino)pyrimidin-4-yl)amino)-3-fluorophenyl)dimethyl-phosphine oxide ClC1=C(C(=CC=C1F)NC1=NC(=NC=C1Cl)NC=1C=CC2=C(CC[C@H](CC2)N2CCCC2)C1)P(C)(C)=O